[Si](C)(C)(C(C)(C)C)OCCCCCCC(=O)O 7-((tert-butyldimethylsilyl)oxy)heptanoic acid